2-cyclopropyl-8-ethoxyimidazo[1,2-a]pyridine-6-carboxylic acid C1(CC1)C=1N=C2N(C=C(C=C2OCC)C(=O)O)C1